3β-arachidylamino-7α,12α-dihydroxy-5β-cholan-24-oic acid C(CCCCCCCCCCCCCCCCCCC)N[C@@H]1C[C@H]2C[C@H]([C@H]3[C@@H]4CC[C@H]([C@@H](CCC(=O)O)C)[C@]4([C@H](C[C@@H]3[C@]2(CC1)C)O)C)O